COC=1C=C(C=CC1)C1=CC(=C(S1)C)C(=O)NC1=NC(=NS1)CN1CCN(CC1)C 5-(3-Methoxyphenyl)-2-methyl-N-(3-((4-methylpiperazin-1-yl)methyl)-1,2,4-thiadiazol-5-yl)thiophene-3-carboxamide